FC(CN1N=C(C=C1)[C@@H](C)C1=CC=NC=C1)(F)F (s)-4-(1-(1-(2,2,2-Trifluoroethyl)-1H-pyrazol-3-yl)ethyl)pyridine